((1R,2R)-6,7-difluoro-2-hydroxy-4,4-dimethyl-1,2,3,4-tetrahydronaphthalen-1-yl)-3-(2'-(hydroxymethyl)-3-methyl-6-phenyl-[2,4'-bipyridin]-5-yl)urea sodium borohydride [BH4-].[Na+].FC=1C=C2C(C[C@H]([C@@H](C2=CC1F)NC(=O)NC=1C=C(C(=NC1C1=CC=CC=C1)C1=CC(=NC=C1)CO)C)O)(C)C